C(C)C=1NC(=C(N1)C)CC(=O)OC(CCCCC)OC(CC1=C(N=C(N1)CC)C)=O hexanediol-bis(2-ethyl-4-methylimidazolyl acetate)